p-MethoxyCatechol COC=1C=C(C(O)=CC1)O